5-(benzyloxy)-3-fluoro-2-(4-methoxyphenyl)-1H-indole C(C1=CC=CC=C1)OC=1C=C2C(=C(NC2=CC1)C1=CC=C(C=C1)OC)F